methyl-1-(7-(4-methoxyphenyl)-6,7-dihydro-4H-thieno[3,2-c]pyran-4-yl)methylamine CNCC1OCC(C2=C1C=CS2)C2=CC=C(C=C2)OC